5-(((1s,3s)-3-(4-(2-(4-((2-(2,7-diazaspiro[3.5]nonan-2-yl)pyrimidin-4-yl)methoxy)phenyl)propan-2-yl)phenoxy)cyclobutyl)amino)-2-(2,6-dioxopiperidin-3-yl)isoindolin-1,3-dione C1N(CC12CCNCC2)C2=NC=CC(=N2)COC2=CC=C(C=C2)C(C)(C)C2=CC=C(OC1CC(C1)NC=1C=C3C(N(C(C3=CC1)=O)C1C(NC(CC1)=O)=O)=O)C=C2